COC=1C(=CC=2C3=C(NC2C1)C(N(C3)CCC(=O)OC)=O)OC Methyl 3-(6,7-dimethoxy-3-oxo-3,4-dihydropyrrolo[3,4-b]indol-2(1H)-yl)propanoate